(E)-3-(2-(5,6-dihydro-7H-cyclopenta[b]pyridin-7-ylidene)hydrazino)-6-bromo-5H-[1,2,4]triazino[5,6-b]indole N1=C\2C(=CC=C1)CC/C2=N\NC=2N=NC1=C(NC=3C(=CC=CC13)Br)N2